C(C)(C)(C)OC(=O)N1CCC2(CCN(C2)C=2N=CC3=C(N2)N2C(=C(C3=O)C(=O)OCC)SC3=C2C=CC=C3)CC1 ethyl 2-(8-(tert-butoxy carbonyl)-2,8-diazaspiro[4.5]decan-2-yl)-5-oxo-5H-benzo[4',5']thiazolo-[3',2':1,6]pyrido[2,3-d]pyrimidine-6-carboxylate